OCCP(CCCCCCCCCCCC)(CCO)=O bis(2-hydroxyethyl)dodecylphosphine oxide